coumaroyl-amide C(\C=C\C1=CC=C(C=C1)O)(=O)[NH-]